methyl ((5S,8S,9S,14S)-11-(4-bromo-2,6-difluorobenzyl)-5-(tert-butyl)-9-hydroxy-8-(4-iodobenzyl)-15,15-dimethyl-3,6,13-trioxo-2-oxa-4,7,11,12-tetraazahexadecan-14-yl)carbamate BrC1=CC(=C(CN(C[C@@H]([C@@H](NC([C@@H](NC(OC)=O)C(C)(C)C)=O)CC2=CC=C(C=C2)I)O)NC([C@H](C(C)(C)C)NC(OC)=O)=O)C(=C1)F)F